(E)-2,4-difluoro-N-(2-methoxy-5-(4-(4-(4-oxo-hept-2-enoyl)piperazin-1-yl)quinazoline-6-yl)pyridine-3-yl)benzenesulfonamide FC1=C(C=CC(=C1)F)S(=O)(=O)NC=1C(=NC=C(C1)C=1C=C2C(=NC=NC2=CC1)N1CCN(CC1)C(\C=C\C(CCC)=O)=O)OC